2-(3-(3-Chloro-4-fluorophenyl)-1-(8,9-difluoro-6-oxo-1,4,5,6-tetrahydro-2H-pyrano[3,4-c]isoquinolin-1-yl)ureido)ethane-1-sulfonamide ClC=1C=C(C=CC1F)NC(N(C1COCC=2NC(C=3C=C(C(=CC3C21)F)F)=O)CCS(=O)(=O)N)=O